fluoro-3-(2-((1E,3E)-4-(6-(methylamino)pyridin-3-yl)but-1,3-dienyl)benzo[d]thiazol-6-yloxy)propan-2-ol FCC(COC1=CC2=C(N=C(S2)\C=C\C=C\C=2C=NC(=CC2)NC)C=C1)O